1,4-bis[4-(4-maleimidophenoxy)-3,5-dimethyl-α,α-dimethylbenzyl]benzene C1(C=CC(N1C1=CC=C(OC2=C(C=C(C(C)(C)C3=CC=C(C=C3)C(C3=CC(=C(C(=C3)C)OC3=CC=C(C=C3)N3C(C=CC3=O)=O)C)(C)C)C=C2C)C)C=C1)=O)=O